(1-(6-chloro-1-(pyridin-3-yl)-1H-indazol-3-yl)ethyl)-3-(2-methoxypyrimidin-5-yl)-1H-pyrazolo[3,4-d]pyrimidin-4-amine ClC1=CC=C2C(=NN(C2=C1)C=1C=NC=CC1)C(C)N1N=C(C=2C1=NC=NC2N)C=2C=NC(=NC2)OC